CC(CO)CC 2-Methyl-butan-1-ol